1-methyl-2-((7-(trifluoromethyl)benzo[d]oxazol-2-yl)amino)-1H-benzo[d]imidazole-5-carboxylic acid ethyl ester C(C)OC(=O)C1=CC2=C(N(C(=N2)NC=2OC3=C(N2)C=CC=C3C(F)(F)F)C)C=C1